4-(1,5-dimethyl-6-oxo-1,6-dihydropyridin-3-yl)-2,5-dimethoxybenzaldehyde CN1C=C(C=C(C1=O)C)C1=CC(=C(C=O)C=C1OC)OC